N1(CCCCC1)S(=O)(=O)C=1C=C(C(=O)O)C=CC1 3-(1-piperidylsulfonyl)benzoic acid